FC1=CC=C(C=2N(C(=NC21)C2=NON=C2C)CC=2N=NC=CC2)F 3-(4,7-difluoro-1-(pyridazin-3-ylmethyl)-benzoimidazol-2-yl)-4-methyl-1,2,5-oxadiazole